NC=1C=C(C=CC1)N1CCC(CC1)CN1CCN(CC1)C(=O)OC(C)(C)C tert-butyl 4-((1-(3-aminophenyl)piperidin-4-yl)methyl)piperazine-1-carboxylate